FC1=CC(=C(C=C1)C=1C=2N(C=C(C1)C1CN(C1)C(=O)OC(C)(C)C)C(=NC2)C)C(=O)N2[C@@H](COCC2)C Tert-butyl 3-(8-{4-fluoro-2-[(3R)-3-methylmorpholine-4-carbonyl]phenyl}-3-methylimidazo[1,5-a]pyridin-6-yl)azetidine-1-carboxylate